C(CC1=CC=CC=C1)NC(=O)C1=CC2=C(S1)C=CC=C2 N-phenethylbenzo[b]thiophene-2-carboxamide